3-(3-fluorophenyl)-1-(tetrahydro-2H-pyran-4-yl)-1H-indazole-6-carboxylic acid FC=1C=C(C=CC1)C1=NN(C2=CC(=CC=C12)C(=O)O)C1CCOCC1